C(C)[C@]1(C(OCC=2C(N3CC=4C(=NC=5C=C6C(=CC5C4CCNC(C)C)OCO6)C3=CC21)=O)=O)O (S)-7-ethyl-7-hydroxy-14-(2-(isopropylamino)ethyl)-10,13-dihydro-11H-[1,3]dioxolo[4,5-g]pyrano[3',4':6,7]indolizino[1,2-b]quinoline-8,11(7H)-dione